2-((furan-2-ylmethyl)sulfinyl)acetic acid O1C(=CC=C1)CS(=O)CC(=O)O